CN(SCCCC)C N,N-dimethylbutylsulfenamide